2-Vinyl-1-(3-sulfohexyl)pyridine C(=C)C1N(C=CC=C1)CCC(CCC)S(=O)(=O)O